FC(C=1C=CC(=NC1)C=O)(F)F 5-(trifluoromethyl)pyridinecarboxaldehyde